The molecule is a benzenedicarboxylic acid cosisting of two carboxy groups at ortho positions. It has a role as a human xenobiotic metabolite. It is a conjugate acid of a phthalate(1-) and a phthalate. C1=CC=C(C(=C1)C(=O)O)C(=O)O